ClC=1C(=C(C=CC1)O)C=1N=NC(=CC1C)NC1CC(C1)(C)O Chloro-2-(6-(((cis)-3-hydroxy-3-methylcyclobutyl)amino)-4-methylpyridazin-3-yl)phenol